O1C(=NC2=C1C=CC=C2)CN2CCN(CC2)C2=NC=NC=C2C#N 4-(4-(benzo[d]oxazol-2-ylmethyl)piperazin-1-yl)pyrimidine-5-carbonitrile